C#C[C@H](\C=C\CCCCCCCCC\C=C/CCCCCC)O (3S,4E,15Z)-4,15-Docosadiene-1-yne-3-ol